FC1(CC1)C1=NNC(=N1)C1CC2(CN(C2)C(=O)N2CC3(C2)CC(C3)CC3=NN(C(=C3)C(F)(F)F)C)C1 [6-[3-(1-fluorocyclopropyl)-1H-1,2,4-triazol-5-yl]-2-azaspiro[3.3]heptan-2-yl]-[6-[[1-methyl-5-(trifluoromethyl)pyrazol-3-yl]methyl]-2-azaspiro[3.3]heptan-2-yl]methanone